CC1=C(C=CC(=C1)O[C@H](C)C1=CC=CC=C1)B1OC(C)(C)C(C)(C)O1 (R)-(2-methyl-4-(1-phenylethoxy)phenyl)boronic acid pinacol ester